Octafluorohexanedialdehyde FC(C(C(C(C=O)(F)F)(F)F)(F)F)(C=O)F